C(\C=C\C(=O)O)(=O)O.COC(CNCCC[C@H](C(C)C)N1CC2(C1)CN(CC2)C=2N=CN=NC2OC2=C(C(=O)N(C(C)C)CC)C=C(C=C2)F)COC 2-((5-(2-((3R)-6-((2,3-dimethoxypropyl)amino)-2-methylhex-3-yl)-2,6-diazaspiro[3.4]oct-6-yl)-1,2,4-triazin-6-yl)oxy)-N-ethyl-5-fluoro-N-isopropylbenzamide fumarate